BrC=1C=CC2=C(C(=C(O2)C(F)(F)F)\C(=C/C2=C(C=CC(=C2)Br)Br)\C(F)(F)F)C1 (E)-5-bromo-3-(1-(2,5-dibromophenyl)-3,3,3-trifluoroprop-1-en-2-yl)-2-(trifluoromethyl)benzofuran